3-(1,3-benzodioxolan-5-yl)-1,6-dimethylpyrimidino[5,4-e]-1,2,4-triazine-5,7(1h,6h)-dione O1COC2=C1C=CC(=C2)C2=NN(C=1C(=N2)C(N(C(N1)=O)C)=O)C